[N+](=O)([O-])C1=C(C(=CC(=C1)O)[N+](=O)[O-])C 2,6-dinitro-p-toluol